OC1(C(N(C2=CC=CC=C12)C1=NC=CC(=C1)CC1=NNC(C2=CC=CC=C12)=O)=O)C (+)-4-((2-(3-Hydroxy-3-methyl-2-oxoindolin-1-yl)pyridin-4-yl)methyl)phthalazin-1(2H)-on